C12(CC(C1)C2)NC(C(=O)NCC(OC)OC)=O N1-(bicyclo[1.1.1]pentan-1-yl)-N2-(2,2-dimethoxyethyl)oxalamide